FC(CC(=O)O)(C1=C(C=CC=C1)OC)F 3,3-difluoro-3-(2-methoxyphenyl)propionic acid